ClC1COC2=C(O1)C=CC=C2N2C(CNCC2)C 2-Chloro-5-(2-methylpiperazin-1-yl)-2,3-dihydro-1,4-benzodioxine